3-amino-6-mercaptoindole NC1=CNC2=CC(=CC=C12)S